C(C=C)C=1C=NC=CC1C1N(C2=CC=C(C=C2C(N1)=O)C(F)(F)F)C1=C(C=C(C=C1)F)CCC=C (3-allylpyridin-4-yl)-1-(2-(but-3-en-1-yl)-4-fluorophenyl)-6-(trifluoromethyl)-2,3-dihydro-quinazolin-4(1H)-one